CC=1C2(C3=CC=CC=C3C1C(C)C)CCC1(CC2)OCCO1 methyl-3''-(prop-2-yl)dispiro[[1,3]dioxolane-2,1'-cyclohexane-4',1''-indene]